C1(CC1)[C@H](CNC(=O)C1=NN(C(N1)=O)C)CC1=C(C=C(C=C1)F)F (R)-N-(2-Cyclopropyl-3-(2,4-difluorophenyl)propyl)-1-methyl-5-oxo-4,5-dihydro-1H-1,2,4-triazole-3-carboxamide